N-(2-(2-aminoethoxy)ethyl)-2-((2-(2,6-dioxopiperidin-3-yl)-1,3-dioxoisoindolin-4-yl)oxy)acetamide hydrochloride Cl.NCCOCCNC(COC1=C2C(N(C(C2=CC=C1)=O)C1C(NC(CC1)=O)=O)=O)=O